FC(C(=O)[O-])(F)F.CC1([N+]2=C(N[C@@H]3[C@@H]1CNC1=CC=CC=C31)C=NC=C2)C (6aS,13aR)-7,7-dimethyl-5,6,6a,7,13,13a-hexahydropyrazino[1',2':1,2]pyrimido[5,4-c]quinolin-8-ium 2,2,2-trifluoroacetate